3-[1-(4-chlorophenyl)-3,6-dioxo-2,5-dihydropyrrolo[3,4-c]pyrrol-4-yl]-N-[3-(diethylamino)propyl]benzamide di(3-hydroxypropyl)succinate OCCCOC(CCC(=O)OCCCO)=O.ClC1=CC=C(C=C1)C=1NC(C=2C1C(NC2C=2C=C(C(=O)NCCCN(CC)CC)C=CC2)=O)=O